ClC1=CC(=CC=2N(C(=NC21)C2=NNC=C2)C)C2=CC=C(C=C2)N2CCN(CC2)C(C)C 4-chloro-6-(4-(4-isopropylpiperazin-1-yl)phenyl)-1-methyl-2-(1H-pyrazol-3-yl)-1H-benzo[d]imidazole